BrC(C(=O)C(C(=O)OCC)(CCC(=O)OCC1=CC=CC=C1)CC)C O5-benzyl O1-ethyl 2-(2-bromopropanoyl)-2-ethyl-pentanedioate